(1R,3S,5R)-2-(2-(3-acetyl-7-methyl-5-(2-methylpyrimidin-5-yl)-1H-indazol-1-yl)acetyl)-N-(6-bromo-5-methylpyrazin-2-yl)-5-methyl-2-azabicyclo[3.1.0]hexane-3-carboxamide C(C)(=O)C1=NN(C2=C(C=C(C=C12)C=1C=NC(=NC1)C)C)CC(=O)N1[C@@H]2C[C@@]2(C[C@H]1C(=O)NC1=NC(=C(N=C1)C)Br)C